Ethyl 4-{[(1S)-1-benzyl-2-hydroxyethyl]amino}-2-{[3-methyl-4-(methylsulfonyl)phenyl]amino}pyrimidine-5-carboxylate C(C1=CC=CC=C1)[C@@H](CO)NC1=NC(=NC=C1C(=O)OCC)NC1=CC(=C(C=C1)S(=O)(=O)C)C